trans-4-((4-(2-Cyclopropyloxazol-4-yl)pyridine-2-yl)-((trans-4-(4-methoxy-3-methylphenyl)-cyclohexyl)methyl)-carbamoyl)cyclohexyl 4-methyl-piperazine-1-carboxylate CN1CCN(CC1)C(=O)O[C@@H]1CC[C@H](CC1)C(N(C[C@@H]1CC[C@H](CC1)C1=CC(=C(C=C1)OC)C)C1=NC=CC(=C1)C=1N=C(OC1)C1CC1)=O